ClC1=C(C(=CC=C1)F)C1=CC(=C(N=N1)C(=O)N)NC1=CC=C(C=C1)N1CCOCC1 6-(2-chloro-6-fluorophenyl)-4-((4-morpholinoPhenyl)amino)pyridazine-3-carboxamide